N[C@H](CNC(OC(C)(C)C)=O)C1=CC=CC=C1 tert-butyl (S)-(2-amino-2-phenylethyl)carbamate